7-phenyl-3,5-dihydropyrrolo[3,2-d]Pyrimidin-4-one C1(=CC=CC=C1)C1=CNC2=C1N=CNC2=O